C(C)(=O)C1=C2N=C(C(=NC2=CC(=C1)C)C(=O)N)OCC1=CC=C(C=C1)OC 5-acetyl-3-((4-methoxybenzyl)oxy)-7-methylquinoxaline-2-carboxamide